4,4'-thiobis[5-phenoxy-3-bromo-2(5H)furanone] S(C1=C(C(OC1OC1=CC=CC=C1)=O)Br)C1=C(C(OC1OC1=CC=CC=C1)=O)Br